CC1=NC(=NO1)CC1CN[C@H](C1)C 5-methyl-3-(((5S)-5-methylpyrrolidin-3-yl)methyl)-1,2,4-oxadiazole